C1(=CC=C(C=C1)N)N p-phenylene-diamine